N-(2-(2-Isobutyrylhydrazinecarbonyl)thiophen-3-yl)-2-(4-methoxyphenyl)-acetamide C(C(C)C)(=O)NNC(=O)C=1SC=CC1NC(CC1=CC=C(C=C1)OC)=O